NC1(CC1)COC1=CC(=C2CC(CC2=C1)CNCCC1CN(C(O1)=O)C1=NC2=C(OCC(N2)=O)N=C1)F 6-[5-[2-[[6-[(1-aminocyclopropyl)methoxy]-4-fluoro-2,3-dihydro-1H-inden-2-yl]methylamino]ethyl]-2-oxo-1,3-oxazolidin-3-yl]-4H-pyrazino[2,3-b][1,4]oxazin-3-one